C12C(CCC(C1(C)C)C2)=C BETA-PINENE